C1(=CC(=CC=C1)/C=C/C(=O)N1CSC=C1)C1=CC=CC=C1 (E)-3-(3-([1,1'-biphenyl]-3-yl)acryloyl)thiazole